NC1CCC(CC1)NC1=NC(=NC=C1C(F)(F)F)NC=1C=C2CCN(CC2=CC1)C(CC(C)(C)O)=O 1-(6-((4-(((1R,4R)-4-aminocyclohexyl)amino)-5-(trifluoromethyl)pyrimidin-2-yl)amino)-3,4-dihydroisoquinolin-2(1H)-yl)-3-hydroxy-3-methylbutan-1-one